cis-8-dimethylamino-3-[6-(1,1-dioxo-[1,4]thiazinan-4-yl)-pyridin-3-yl]-8-phenyl-1,3-diazaspiro[4.5]decan-2-one CN(C1(CCC2(CN(C(N2)=O)C=2C=NC(=CC2)N2CCS(CC2)(=O)=O)CC1)C1=CC=CC=C1)C